CO[Si](OC)(OC)CCN1CC=CC=C1 N-(trimethoxysilylethyl)pyridine